(R)-2-chloro-6-cyclopropyl-4-(cyclopropylfluoro(4-methyl-4H-1,2,4-triazol-3-yl)methyl)pyridine ClC1=NC(=CC(=C1)[C@](C1=NN=CN1C)(F)C1CC1)C1CC1